FC=1C(=NC=CC1CC=1C(=C(C=NC1)NC1=C(C=C(C=C1)C(F)(F)F)F)C)NS(NC)(=O)=O 5-({3-fluoro-2-[(methylsulfamoyl)amino]pyridin-4-yl}methyl)-N-[2-fluoro-4-(trifluoromethyl)phenyl]-4-methylpyridin-3-amine